1-[(9Z,12Z)-octadeca-9,12-dien-1-yloxy]-3-[(5Z)-oct-5-en-1-yloxy]propan-2-amine C(CCCCCCC\C=C/C\C=C/CCCCC)OCC(COCCCC\C=C/CC)N